tert-butyl N-[(5-bromopyrimidin-2-yl) methyl]-N-t-butoxycarbonyl-carbamate BrC=1C=NC(=NC1)CN(C(OC(C)(C)C)=O)C(=O)OC(C)(C)C